2,3,5-tri(β-epithiopropylthioethyl)-1,4-dithiane C(CC)SC1(CS1)C1SCC(SC1C1(CS1)SCCC)C1(CS1)SCCC